C(#N)C1=CC=C(C=C1)C(CN[C@H](C(=O)NC1=NC=C(C=C1)C=1C(=NN(C1C)C)C)C1=CC=CC=C1)C (S)-2-((2-(4-cyano-phenyl)propyl)-amino)-2-phenyl-N-(5-(1,3,5-trimethyl-1H-pyrazol-4-yl)-pyridin-2-yl)-acetamide